C(CCCCCCCCCC)(O)O 1,1-undecanediol